ClC1=CC=C(C=C1)C1=CN(C=2N=CN=C(C21)N)C(C)C=2N=NN(C2)C2=C(C=CC=C2)F 5-(4-Chlorophenyl)-7-{1-[1-(2-fluorophenyl)-1H-1,2,3-triazol-4-yl]ethyl}-7H-pyrrolo[2,3-d]pyrimidin-4-amine